C(C1=CC=CC=C1)N1C2=C(C(C1=O)(C)C)SC(=C2)C(=O)O 4-benzyl-6,6-dimethyl-5-oxo-5,6-dihydro-4H-thieno[3,2-b]pyrrole-2-carboxylic acid